ClC=1C=C(C=C(C1)NS(=O)(=O)C)NC(=O)C1=CN(C(=C1)C1=NC=C(C=C1C=1C=NC=C(C1)F)F)C N-(3-chloro-5-methanesulfonamidophenyl)-5-{5,5'-difluoro-[3,3'-bipyridin]-2-yl}-1-methylpyrrole-3-carboxamide